2-(3-(6-(4-acetylpiperazin-1-yl)-5-aminopyrazin-2-yl)-4-methylphenyl)-3,3,3-trifluoro-2-hydroxypropanamide trifluoroacetate FC(C(=O)O)(F)F.C(C)(=O)N1CCN(CC1)C1=C(N=CC(=N1)C=1C=C(C=CC1C)C(C(=O)N)(C(F)(F)F)O)N